1,1'-(diazomethylene)dibenzene-d10 [N+](=[N-])=C(C1(C(C(C(C(C1[2H])([2H])[2H])([2H])[2H])([2H])[2H])([2H])[2H])[2H])C1(C(C(C(C(C1[2H])([2H])[2H])([2H])[2H])([2H])[2H])([2H])[2H])[2H]